CN1N=C(C(=C1)B1OC(C(O1)(C)C)(C)C)C1=CC=CC=C1 1-methyl-3-phenyl-4-(4,4,5,5-tetramethyl-1,3,2-dioxaborolan-2-yl)-1H-pyrazole